N1CCNCC1 tetrahydro-1H-pyrazin